[Si](C1=CC=CC=C1)(C1=CC=CC=C1)(C(C)(C)C)OC(CC1=NOC(=N1)C=1C=CC(=C(C1)NC(=O)C=1C=NN2C1C=CC(=C2)OC)C)C(F)F N-(5-(3-(2-((tert-butyldiphenylsilyl)oxy)-3,3-difluoropropyl)-1,2,4-oxadiazol-5-yl)-2-methylphenyl)-6-methoxypyrazolo[1,5-a]pyridine-3-carboxamide